C(C1=CC=CC=C1)OC1=C(C=C2C(=NC=NC2=C1)OC1=CC(=C(C=C1)NC(=O)NC1=CC=C(C=C1)C)Cl)OC 1-(4-((7-(benzyloxy)-6-methoxyquinazolin-4-yl)oxy)-2-chlorophenyl)-3-(p-tolyl)urea